2-(6-chloropyridazin-3-yl)-2-(2,3-dichlorophenyl)acetonitrile ClC1=CC=C(N=N1)C(C#N)C1=C(C(=CC=C1)Cl)Cl